C(C)(=O)OC\C(=C/CC(C(=O)OC)C(C)=O)\CC\C=C(\CCC=C(C)C)/C methyl (4Z,8E)-5-(acetoxymethyl)-2-acetyl-9,13-dimethyltetradeca-4,8,12-trienoate